C(C)(C)(C)OC(=O)N1C[C@@H](C(CC1)(C)C)O |r| rac-3-hydroxy-4,4-dimethylpiperidine-1-carboxylic acid tert-butyl ester